S(C1[C@H](O)[C@@H](O)[C@@H](O)[C@H](O1)CO)C(C)C isopropyl 1-thio-D-galactopyranoside